C(C)(C)C1=NN=C2N1N=C(C=C2)N2CCN(CC2)C 3-isopropyl-6-(4-methylpiperazino)[1,2,4]triazolo[4,3-b]pyridazine